1-(4-benzoimidazol-1-yl-phenyl)-3-(5-tert-butyl-isoxazol-3-yl)-urea N1(C=NC2=C1C=CC=C2)C2=CC=C(C=C2)NC(=O)NC2=NOC(=C2)C(C)(C)C